4-(((5-((2-(adamantan-1-yl)ethoxy)methyl)furan-2-yl)methyl)amino)-2-(2,6-dioxopiperidin-3-yl)isoindoline-1,3-dione C12(CC3CC(CC(C1)C3)C2)CCOCC2=CC=C(O2)CNC2=C3C(N(C(C3=CC=C2)=O)C2C(NC(CC2)=O)=O)=O